4-((2S,4R)-1-((5-methoxy-7-methyl-1H-indol-4-yl)methyl)-4-(2,2,2-trifluoroethoxy)piperidin-2-yl)benzoic acid COC=1C(=C2C=CNC2=C(C1)C)CN1[C@@H](C[C@@H](CC1)OCC(F)(F)F)C1=CC=C(C(=O)O)C=C1